10-fluoro-7-hydroxy-2-methyl-3,4-dihydro-3,6-methanobenzo[c]azocine-1,5(2H,6H)-dione FC1=CC=C(C2=C1C(N(C1CC(C2C1)=O)C)=O)O